(S)-2-(2-(3-(aminomethyl)pyrrolidin-1-yl)-6-fluoro-1H-benzo[d]imidazol-1-yl)-N-methyl-N-(2,2,2-trifluoroethyl)acetamide NC[C@H]1CN(CC1)C1=NC2=C(N1CC(=O)N(CC(F)(F)F)C)C=C(C=C2)F